tert-Butyl 3-(5-(2,2-difluoro-1-methoxyethyl)-7-(thiazol-2-yl)-4-(trifluoromethoxy)benzo[d]oxazol-2-yl)-3,6-diazabicyclo[3.1.1]heptane-6-carboxylate FC(C(OC)C=1C=C(C2=C(N=C(O2)N2CC3N(C(C2)C3)C(=O)OC(C)(C)C)C1OC(F)(F)F)C=1SC=CN1)F